secondary butyl benzoate C(C1=CC=CC=C1)(=O)OC(C)CC